cis-4-cyano-4-(3-cyclopentyloxy-4-methoxyphenyl)cyclohexan-1-carboxylic acid C(#N)C1(CCC(CC1)C(=O)O)C1=CC(=C(C=C1)OC)OC1CCCC1